6-(2,3-dichlorophenyl)-4-((2,4-dimethoxybenzyl)amino)pyridin ClC1=C(C=CC=C1Cl)C1=CC(=CC=N1)NCC1=C(C=C(C=C1)OC)OC